7-(2-chlorophenyl)-8-fluoro-2-((2-fluorotetrahydro-1H-pyrrolizin-7a(5H)-yl)methoxy)pyrido[4,3-d]pyrimidine ClC1=C(C=CC=C1)C1=C(C=2N=C(N=CC2C=N1)OCC12CCCN2CC(C1)F)F